methylene bis(4-toluenesulfonate) CC1=CC=C(C=C1)S(=O)(=O)OCOS(=O)(=O)C1=CC=C(C)C=C1